5-(2-(Cyclohexylmethyl)-1H-pyrrolo[2,3-b]pyridin-4-yl)-1H-indazol-3-amine C1(CCCCC1)CC1=CC=2C(=NC=CC2C=2C=C3C(=NNC3=CC2)N)N1